tert-butyl 3-oxo-1,4-diazepan-1-carboxylate O=C1CN(CCCN1)C(=O)OC(C)(C)C